C(C)OCCCOC(C=C)=O 3-ethoxypropylacrylate